N-phenyl-1,2-diaminobenzene C1(=CC=CC=C1)NC1=C(C=CC=C1)N